COC(C1=CC=C(C=C1)C=O)=O.OCCCCC=C 6-hydroxyhexene methyl-4-formylbenzoate